6-(4-((3-fluoropyridin-4-yl)amino)-3-isopropyl-3H-imidazo[4,5-c]pyridin-6-yl)-1-((1s,3s)-3-(piperidin-1-yl)cyclobutyl)spiro[indoline-3,4'-piperidin]-2-one FC=1C=NC=CC1NC1=NC(=CC2=C1N(C=N2)C(C)C)C2=CC=C1C(=C2)N(C(C12CCNCC2)=O)C2CC(C2)N2CCCCC2